C1(=CC=CC=C1)C=1N=C2C(=NC1)C(=NC=C2)C=2SC(=CC2)C(F)(F)F 2-phenyl-5-(5-trifluoromethyl-2-thienyl)pyrido[3,4-b]pyrazine